ClC1=NC=CC2=C1C(=CN2C)[N+](=O)[O-] 4-Chloro-1-methyl-3-nitro-1H-pyrrolo[3,2-c]pyridine